C(C)(C)C(=S)Cl isopropylthiocarbonyl chloride